4-(2-fluorophenyl)-1-(((1S,3S)-3-Hydroxycyclobutyl)amino)-6-(trifluoromethyl)-3H-pyrido[1,2-c]pyrimidin-3-one FC1=C(C=CC=C1)C1=C2N(C(=NC1=O)NC1CC(C1)O)C=CC(=C2)C(F)(F)F